NC1=C(N=NC(=C1)C1=C(C=CC(=C1)Cl)F)SC(CO)(C)C 2-{[4-amino-6-(5-chloro-2-fluorophenyl)pyridazin-3-yl]sulfanyl}-2-methylpropan-1-ol